7-Cyclopentyl-N-(1,1-dioxido-2,3-dihydrothiophen-3-yl)-2-hydroxyquinoline-3-carboxamide C1(CCCC1)C1=CC=C2C=C(C(=NC2=C1)O)C(=O)NC1CS(C=C1)(=O)=O